ClC=1C(=C(C=2C(=C(SN2)N2CCN(CC2)C(C=C)=O)C1)F)C1=CC(=CC2=CN(N=C12)C)O 1-(4-(5-chloro-7-fluoro-6-(5-hydroxy-2-methyl-2H-indazol-7-yl)-2,1-benzothiazol-3-yl)-1-piperazinyl)-2-propen-1-one